C(C)(C)(C)SN S-tertiary butyl-sulfenamide